N1=NN=C(C=C1)C=O triazinyl-formaldehyde